5-(propynyl)-4-(2,2,2-trifluoroethoxy)pyrido[4,3-d]pyrimidine C(#CC)C1=NC=CC=2N=CN=C(C21)OCC(F)(F)F